BrC=1C=C(SC1)C1(CC1)C=1NC(C=2CN(CCCC2N1)C([C@H](O)C1=CC(=CC=C1)Cl)=O)=O (R)-2-(1-(4-bromothiophen-2-yl)cyclopropyl)-6-(2-(3-chlorophenyl)-2-hydroxyacetyl)-3,5,6,7,8,9-hexahydro-4H-pyrimido[5,4-c]azepin-4-one